N,N-dimethylaminoethoxyhexanol CN(C)CCOC(CCCCC)O